FC1=C(C=C(C=C1)NC(=O)C1=C(N(C(=C1C)C(C(=O)N[C@H]1[C@@H](CCC1)O)=O)C)C)C N-(4-fluoro-3-methylphenyl)-5-(2-(((1R,2R)-2-hydroxycyclopentyl)amino)-2-oxoacetyl)-1,2,4-trimethyl-1H-pyrrole-3-carboxamide